FC1=C(CN2[C@@H](CCC2=O)CC(=O)N[C@@H](C(C)C)C(=O)OCC(=O)O)C=CC=C1F 2-(((2-((S)-1-(2,3-difluorobenzyl)-5-oxopyrrolidin-2-yl)acetyl)-L-valyl)oxy)acetic acid